2-methyl-N-(2-methylindazol-6-yl)-4-(piperazin-1-yl)-1-benzofuran-7-carboxamide CC=1OC2=C(C1)C(=CC=C2C(=O)NC=2C=CC1=CN(N=C1C2)C)N2CCNCC2